alpha-aminopentanedioic acid monosodium salt [Na+].NC(C(=O)[O-])CCC(=O)O